C(C)(C)(C)OC(=O)N1[C@@H](C[C@H](C1)F)C(N[C@@H](C1=CC=CC=C1)C1=CC=C(C=C1)C(C)C)=O (2S,4r)-4-fluoro-2-(((S)-(4-isopropylphenyl)(phenyl)methyl)carbamoyl)pyrrolidine-1-carboxylic acid tert-butyl ester